ClC=1N=C(C2=C(N1)C=CO2)NCC21CCC(CC2)(CC1)C1=NC=C(C=C1)C(F)(F)F 2-chloro-N-((4-(5-(trifluoromethyl)pyridin-2-yl)bicyclo[2.2.2]octan-1-yl)methyl)furo[3,2-d]pyrimidin-4-amine